5-[3-[4-(3,3-dimethylbutyl)-1H-imidazol-2-yl]chroman-6-yl]oxy-3,4-dihydro-1H-1,8-naphthyridin-2-one CC(CCC=1N=C(NC1)C1COC2=CC=C(C=C2C1)OC1=C2CCC(NC2=NC=C1)=O)(C)C